5-(5,6-dihydro-4H-pyrrolo[3,2,1-ij]quinolin-8-yl)-N-(1H-indol-3-yl)isoindole-2-carboxamide C1=CN2CCCC3=CC(=CC1=C23)C2=CC3=CN(C=C3C=C2)C(=O)NC2=CNC3=CC=CC=C23